C(C)(=O)C1CC(N(C1C)OCC1=CC=CC=C1)=O 4-acetyl-1-benzyloxy-5-methyl-pyrrolin-2(3H)-one